C(C)(C)(C)[Si](C1C(OC1)CO)(C1=CC=CC=C1)C1=CC=CC=C1 [3-[tert-butyl-(diphenyl)silyl]oxetanyl]methanol